BrC=1C=C(C(=NC1Br)C)CO (5,6-dibromo-2-methylpyridin-3-yl)methanol